4-methyl-4-(4-(oxetan-3-yl)piperazin-1-yl)pent-2-enamine CC(C=CCN)(C)N1CCN(CC1)C1COC1